B(O)(O)Br.C(=O)(O)CN1CN(C=C1)C 1-carboxymethyl-3-methylimidazole bromoborate